tert-butyl 3,5-diethynylbenzoate C(#C)C=1C=C(C(=O)OC(C)(C)C)C=C(C1)C#C